CC(C)(CCCC)C 2,2-Dimethylhexane